methyl 4-((S)-1-((R)-4-((2'-hydroxy-4'-sulfamoyl-[1,1'-biphenyl]-3-yl)methyl)morpholine-3-carboxamido)ethyl)benzoate OC1=C(C=CC(=C1)S(N)(=O)=O)C1=CC(=CC=C1)CN1[C@H](COCC1)C(=O)N[C@@H](C)C1=CC=C(C(=O)OC)C=C1